hexadecyl hydroxypropyl phosphate P(=O)(OCCCCCCCCCCCCCCCC)(OCCCO)[O-]